C(C1=CC=CC=C1)OC1=CC=C2C(=C(C=[N+](C2=C1)[O-])C=1CCOCC1)Cl 7-benzyloxy-4-chloro-3-(3,6-dihydro-2H-pyran-4-yl)-1-oxido-quinolin-1-ium